C(C1=CC=CC=C1)N1CC2=CC(=CC(=C2CC1)S(N)(=O)=O)NC(CC1=C(C=CC=C1)Cl)=O N-(2-benzyl-5-sulfamoyl-1,2,3,4-tetrahydroisoquinolin-7-yl)-2-(2-chlorophenyl)acetamide